(R)-6-bromo-2-chloro-N-(1-(3-nitro-5-(trifluoromethyl)phenyl)ethyl)quinazolin-4-amine BrC=1C=C2C(=NC(=NC2=CC1)Cl)N[C@H](C)C1=CC(=CC(=C1)C(F)(F)F)[N+](=O)[O-]